(E)-N-(1-(2-(3-(hydroxyamino)-3-oxoprop-1-en-1-yl)phenyl)piperidin-4-yl)-1-(methylsulfonyl)piperidine-3-carboxamide ONC(/C=C/C1=C(C=CC=C1)N1CCC(CC1)NC(=O)C1CN(CCC1)S(=O)(=O)C)=O